NC=1C=C(C=NC1OC)B(O)O 5-AMINO-6-METHOXYPYRIDINE-3-BORONIC ACID